(1S)-1-[1,8-Dichloro-5-(1,1-dioxido-1,2,5-thiadiazepan-5-yl)imidazo[1,5-a]pyridin-6-yl]ethanamine hydrochloride salt Cl.ClC=1N=CN2C1C(=CC(=C2N2CCNS(CC2)(=O)=O)[C@H](C)N)Cl